3-(3-methylicosan-3-yl)-1,2,4-oxadiazol-5(4H)-one CC(CC)(CCCCCCCCCCCCCCCCC)C1=NOC(N1)=O